tert-butyl 2-(2-(2-(2-(((2S,4R)-4-hydroxy-1-((S)-3-methyl-2-(1-oxoisoindolin-2-yl)butanoyl)pyrrolidine-2-carboxamido)methyl)-5-(4-methylthiazol-5-yl)phenoxy)ethoxy)ethoxy)acetate O[C@@H]1C[C@H](N(C1)C([C@H](C(C)C)N1C(C2=CC=CC=C2C1)=O)=O)C(=O)NCC1=C(OCCOCCOCC(=O)OC(C)(C)C)C=C(C=C1)C1=C(N=CS1)C